C(C)N1C(=C(C=2N=C(NC(C21)=O)C2=C(C=CC(=C2)S(=O)(=O)N2CCC(CC2)CCCO)OCCC)CCC)CO 5-Ethyl-6-(hydroxymethyl)-2-(5-((4-(3-hydroxypropyl)piperidin-1-yl)sulfonyl)-2-propoxyphenyl)-7-propyl-3,5-dihydro-4H-pyrrolo[3,2-d]pyrimidin-4-one